tert-butyl-6-bromo-1-oxo-1,3-dihydrospiro[indene-2,4'-piperidine]-1'-carboxylic acid tert-butyl ester C(C)(C)(C)OC(=O)N1C(CC2(CC1)C(C1=CC(=CC=C1C2)Br)=O)C(C)(C)C